(E)-3-(1-(3,5-bis(trifluoromethyl) benzyl)-4-methoxy-1H-indol-3-yl)-2-cyanoacrylate FC(C=1C=C(CN2C=C(C3=C(C=CC=C23)OC)/C=C(/C(=O)[O-])\C#N)C=C(C1)C(F)(F)F)(F)F